CC=1N=C(C2=C(N1)C1=C(O2)C=CC=C1)N1[C@@H](C[C@@H](C1)CC(=O)NC1=CC(=CC=C1)N1CCOCC1)C(=O)O (2S,4R)-1-(2-methylbenzofuro[3,2-d]pyrimidin-4-yl)-4-(2-((3-morpholinophenyl)amino)-2-oxoethyl)pyrrolidine-2-carboxylic acid